C(=O)=[C] carbonylcarbon